Niobium trichloride [Cl-].[Cl-].[Cl-].[Nb+3]